C(#N)C1=CC=C(C=C1)C1=CC=C(C=C1)OCCCCCCCCC 4'-cyano-4-nonyloxybiphenyl